4-(3-bromo-4-methoxyphenyl)-4-(methoxymethyl)tetrahydro-2H-pyran BrC=1C=C(C=CC1OC)C1(CCOCC1)COC